ClC1=CC=C(C(=O)NC2(CC(NC3=CC=CC=C23)=O)C(=O)O)C=C1 4-[(4-chlorobenzoyl)amino]-1,2-dihydro-2-oxo-4-quinolinecarboxylic acid